N-{8-Chloro-1-[trans-4-(pyridin-2-yloxy)cyclohexyl]-5,6-dihydro-4H-[1,2,4]triazolo[4,3-a][1]benzazepin-5-yl}-N2,N2-dimethylglycinamid ClC=1C=CC2=C(CC(CC=3N2C(=NN3)[C@@H]3CC[C@H](CC3)OC3=NC=CC=C3)NC(CN(C)C)=O)C1